(R)-5-(3-(3-((3-Chloro-4-(trifluoromethoxy)benzyl)amino)propoxy)pyrrolidin-1-yl)benzo[c][2,6]naphthyridine-8-carboxylic acid ClC=1C=C(CNCCCO[C@H]2CN(CC2)C2=NC3=C(C4=CN=CC=C24)C=CC(=C3)C(=O)O)C=CC1OC(F)(F)F